FC=1C=C(C=CC1OC)C(CC(=O)O)N1CC(C1)OCCCC1=NC=2NCCCC2C=C1 3-(3-fluoro-4-methoxyphenyl)-3-(3-(3-(5,6,7,8-tetrahydro-1,8-naphthyridin-2-yl)propoxy)azetidin-1-yl)propionic acid